Cl.N[C@]1(CCOC2=CC=CC=C12)CCC1C(NC(N(C1=O)C1CCOCC1)=O)=O 5-(2-((S)-4-aminochroman-4-yl)ethyl)-1-(tetrahydro-2H-pyran-4-yl)pyrimidine-2,4,6(1H,3H,5H)-trione hydrochloride